ClC1=C2C(=CC=C1F)N(C(C21CCN(CC1)C(=O)C1=CC=C2C(=N1)C=NN2)=O)CC(=O)NCC(F)(F)F 2-[4-chloro-5-fluoro-2-oxo-1'-(1H-pyrazolo[4,3-b]pyridine-5-carbonyl)spiro[indole-3,4'-piperidin]-1-yl]-N-(2,2,2-trifluoroethyl)acetamide